cobalt manganese strontium oxide [O-2].[Sr+2].[Mn+2].[Co+2].[O-2].[O-2]